5-((3-(difluoromethoxy)pyrazin-2-yl)methyl)-7-((1r,4r)-4-(2-fluoro-6-methylphenyl)cyclohexyl)-3-methylpyrido[2,3-b]pyrazin-6(5H)-one FC(OC=1C(=NC=CN1)CN1C(C(=CC=2C1=NC(=CN2)C)C2CCC(CC2)C2=C(C=CC=C2C)F)=O)F